tert-butyl (1-(3-((2,6-dioxopiperidin-3-yl)amino)phenyl)piperidin-4-yl)carbamate O=C1NC(CCC1NC=1C=C(C=CC1)N1CCC(CC1)NC(OC(C)(C)C)=O)=O